COC1=CC=C(C=C1)C(OC[C@@]1(COC[C@@H](O1)N1C=2N=C(NC(C2N=C1)=O)NC(C(C)C)=O)COP(N(C(C)C)C(C)C)OCCC#N)(C1=CC=CC=C1)C1=CC=C(C=C1)OC N-[9-[(2R,6S)-6-[[bis(4-methoxyphenyl)-phenyl-methoxy]methyl]-6-[[2-cyanoethoxy-(diisopropylamino)phosphanyl]oxymethyl]-1,4-dioxan-2-yl]-6-oxo-1H-purin-2-yl]-2-methyl-propanamide